COC(=O)C=1C(=NNC1)[N+](=O)[O-] 3-Nitro-1H-pyrazole-4-carboxylic Acid Methyl Ester